C1(CC1)C([C@@H](C(=O)NC=1C(=NN(C1)[C@@H](C)C=1C(NC=C(C1)F)=O)F)NC(=O)C1=NON=C1CC)C1CC1 N-[(1S)-1-(dicyclopropylmethyl)-2-[[3-fluoro-1-[(1S)-1-(5-fluoro-2-oxo-1H-pyridin-3-yl)ethyl]pyrazol-4-yl]amino]-2-oxo-ethyl]-4-ethyl-1,2,5-oxadiazole-3-carboxamide